ClC=1C(=CC(=C(C(=O)NC2=CC(=NC=C2)C2(CC2)S(=O)(C)=NC(OCC2=CC=CC=C2)=O)C1)F)C(F)(F)F Benzyl ((1-(4-(5-chloro-2-fluoro-4-(trifluoromethyl)benzamido)pyridin-2-yl)cyclopropyl)(methyl)(oxo)-λ6-sulfanylidene)carbamate